N-cyclohexyl-2-[(7-trifluoromethylquinolin-4-yl)amino]benzamide Methyl-4-((2-(4-(((1,3-dioxoisoindolin-2-yl)oxy)methyl)phenyl)-7-phenylimidazo[1,2-a]pyridin-3-yl)amino)benzoate COC(C1=CC=C(C=C1)NC1=C(N=C2N1C=CC(=C2)C2=CC=CC=C2)C2=CC=C(C=C2)CON2C(C1=CC=CC=C1C2=O)=O)=O.C2(CCCCC2)NC(C2=C(C=CC=C2)NC2=CC=NC1=CC(=CC=C21)C(F)(F)F)=O